6-cyclopropyl-3-(1-(2,5-difluorophenyl)-4-(trimethylsilyl)but-3-yn-1-yl)-1-methylpyridine C1(CC1)C1=CC=C(CN1C)C(CC#C[Si](C)(C)C)C1=C(C=CC(=C1)F)F